C(CCCCCCC)[Sn](CCCCCCCC)=O Dioctyl-Tin oxide